N1(C=NC=C1)C=1C=CC(=C(C1)O)C=1SC(=NN1)/C=C\1/C[C@@]2(CC[C@H](C1)N2)C 5-(1H-imidazol-1-yl)-2-(5-((E)-((1S,5R)-1-methyl-8-azabicyclo[3.2.1]octan-3-ylidene)methyl)-1,3,4-thiadiazol-2-yl)phenol